C(C1=CC=CC=C1)N1C2CC(CC1CC(C2)C(=O)OC)(F)F methyl 9-benzyl-3,3-difluoro-9-azabicyclo[3.3.1]nonane-7-carboxylate